FC1=C(C(=O)C2=CNC3=NC=C(C=C32)C=3C=NC(=NC3)OC)C(=CC=C1NS(N(C1=CC=CC=C1)C)(=O)=O)F 3-[2,6-difluoro-3-[[methyl(phenyl)sulfamoyl]amino]benzoyl]-5-(2-methoxypyrimidin-5-yl)-1H-pyrrolo[2,3-b]pyridine